hydroxy-2,3-dihydro-1H-indene-4-carboxamide OC1CCC=2C(=CC=CC12)C(=O)N